FC1CCN(CC1)C(=O)C1=CN(C(C=2C=C(C(=NC12)OC)OC)=O)C=1C=C2C=C(N(C2=CC1)C)C(=O)N 5-(8-(4-fluoropiperidine-1-carbonyl)-2,3-dimethoxy-5-oxo-1,6-naphthyridin-6(5H)-yl)-1-methyl-1H-indole-2-carboxamide